C(C)(C)C1=C(NC2=CC=C(C=C12)C=1OC(=NN1)C1CCNCC1)C1=CC(=NC=C1)C 2-(3-isopropyl-2-(2-methylpyridin-4-yl)-1H-indol-5-yl)-5-(piperidin-4-yl)-1,3,4-oxadiazole